3-(4-oxo-3H-pyrido[3,4-d]pyrimidin-2-yl)propionic acid O=C1C2=C(N=C(N1)CCC(=O)O)C=NC=C2